ethyl (6-hydroxy-10-phenyl-[1,2,4]triazolo[5,1-a]isoquinoline-5-carbonyl)glycinate OC1=C(N2C(C3=C(C=CC=C13)C1=CC=CC=C1)=NC=N2)C(=O)NCC(=O)OCC